[2-(Hydroxymethyl)pyrrolidin-2-yl]methanol OCC1(NCCC1)CO